2-Chloro-4-{4-[(3-dimethylaminopropyl)aminomethyl]phenyl}-7H-pyrrolo[2,3-d]pyrimidine ClC=1N=C(C2=C(N1)NC=C2)C2=CC=C(C=C2)CNCCCN(C)C